N-(2-(8-methyl-4-oxo-4,5-dihydro-3H-pyrimido[5,4-b]indol-3-yl)ethyl)-2-(3-(trifluoromethyl)phenyl)acetamide CC1=CC=2C3=C(NC2C=C1)C(N(C=N3)CCNC(CC3=CC(=CC=C3)C(F)(F)F)=O)=O